C1CNCCC2=C1C=CC=C2 TETRAHYDRO-BENZO[D]AZEPIN